2-isopropylpyrazole-3-carboxylic acid C(C)(C)N1N=CC=C1C(=O)O